Cl.[Mg] magnesium hydrochloride salt